((S)-6,8-dichloro-1-methyl-3,4-dihydroisoquinolin-2(1H)-yl)((R)-4-(2-((2-(piperazin-1-yl)ethyl)amino)oxazolo[4,5-c]pyridin-7-yl)morpholin-2-yl)methanone ClC=1C=C2CCN([C@H](C2=C(C1)Cl)C)C(=O)[C@H]1CN(CCO1)C=1C2=C(C=NC1)N=C(O2)NCCN2CCNCC2